(3S)-1-[6-[[4-(Trifluoromethyl)thiazol-2-yl]methyl]-2-azaspiro[3.3]heptane-2-carbonyl]pyrrolidine-3-carboxamide FC(C=1N=C(SC1)CC1CC2(CN(C2)C(=O)N2C[C@H](CC2)C(=O)N)C1)(F)F